(S)-4-(2-(5-cyclopropyl-4,7-difluoro-3,3-dimethyl-2-oxoindol-1-yl)acetamido)-3-methylbutanoic acid C1(CC1)C=1C(=C2C(C(N(C2=C(C1)F)CC(=O)NC[C@H](CC(=O)O)C)=O)(C)C)F